SCCSCCS bis(2-mercaptoethyl) sulfide